C(C)(C)(C)OC(=O)N1C(CN(CC1)C=1C=NC(=CC1)N)COC(=O)OC(C)(C)C 4-(6-amino-3-pyridinyl)-2-(tert-butoxycarbonyloxymethyl)piperazine-1-carboxylic acid tert-butyl ester